ClC1=C(C(=CC(=C1[N+](=O)[O-])Cl)Cl)C(=O)NC=1N=C(NC1)C(OC)=S methyl (2,4,6-trichloronitrophenylformyl)aminoimidazolthiocarboxylate